C(C)(C)C1C(CC(CC1)C)OCCCCCCCCC1=C2C(N(C(=NC2=CC=C1)C(F)(F)F)[C@@H]1C(NC(CC1)=O)=O)=O (3S)-3-(5-(8-((2-isopropyl-5-methylcyclohexyl)oxy)octyl)-4-oxo-2-(trifluoromethyl)quinazolin-3(4H)-yl)piperidine-2,6-dione